C(C)OC(=O)N1CCNCCC1 1,4-diazepan-1-carboxylic acid ethyl ester